BrC=1C(=NC(=C(C1)N=CN(C)CC)C)OC=1C=C(C=CC1)S(=NC(CC1CCOCC1)=O)(=O)C N-((3-((3-bromo-5-(((ethyl(methyl)amino)methylene)amino)-6-methylpyridin-2-yl)oxy)phenyl)(methyl)(oxo)-λ6-sulfaneylidene)-2-(tetrahydro-2H-pyran-4-yl)acetamide